BrC1=C(C=CC(=C1)CCBr)S(=O)(=O)O 2-bromo-4-(2-bromoethyl)benzenesulfonic acid